N-(2-(3-oxa-8-azabicyclo[3.2.1]octan-8-yl)pyrimidin-4-yl)-3-(3-fluoro-4-methoxyphenyl)isoxazol-5-amine C12COCC(CC1)N2C2=NC=CC(=N2)NC2=CC(=NO2)C2=CC(=C(C=C2)OC)F